N1C(=NC=C1)C1=CC=C(CN2C(C3=CC=CC=C3C2=O)=O)C=C1 2-(4-(1H-imidazol-2-yl)benzyl)isoindoline-1,3-dione